6-bromoimidazo[1,5-a]pyridine-1-carbonitrile BrC=1C=CC=2N(C1)C=NC2C#N